7-(hydroxymethyl)-5H-furo[3,2-c]quinolin-4-one OCC=1C=CC=2C3=C(C(NC2C1)=O)C=CO3